methyl (4S)-5-amino-4-[5-[4-(dimethoxymethyl)-1-piperidyl]-1-oxo-isoindolin-2-yl]-5-oxo-pentanoate NC([C@H](CCC(=O)OC)N1C(C2=CC=C(C=C2C1)N1CCC(CC1)C(OC)OC)=O)=O